C(C1=CC=CC=C1)Cl benzylchloride